[6-(3-cyclopropyl-1H-1,2,4-triazol-5-yl)-2-azaspiro[3.3]heptan-2-yl]-[6-[1-(2,2,2-trifluoroethyl)pyrazol-4-yl]oxy-2-azaspiro[3.3]heptan-2-yl]methanone C1(CC1)C1=NNC(=N1)C1CC2(CN(C2)C(=O)N2CC3(C2)CC(C3)OC=3C=NN(C3)CC(F)(F)F)C1